4-cyclopropyl-2-[[(1-hydroxycyclobutyl)methylamino]methyl]-1-(2-trimethylsilyl-ethoxymethyl)-6H-pyrrolo[2,3-c]pyridin-7-one C1(CC1)C=1C2=C(C(NC1)=O)N(C(=C2)CNCC2(CCC2)O)COCC[Si](C)(C)C